3-((4-fluorophenyl)ethynyl)-N-(imidazo[1,2-a]pyridin-7-ylmethyl)-4-(((1-methyl-1H-pyrazol-3-yl)methyl)sulfonyl)benzamide FC1=CC=C(C=C1)C#CC=1C=C(C(=O)NCC2=CC=3N(C=C2)C=CN3)C=CC1S(=O)(=O)CC1=NN(C=C1)C